C(C)(C)(C)OC(=O)N1CC(C1)NC=1C=NC=C(C1)C=1C=NC(=NC1)OC1=CC(=CC=C1)C#C[Si](C(C)C)(C(C)C)C(C)C 3-[[5-[2-[3-(2-triisopropylsilanylethynyl)phenoxy]pyrimidin-5-yl]-3-pyridinyl]amino]azetidine-1-carboxylic acid tert-butyl ester